C(C1=CC=CC=C1)N1[C@@H]([C@H](CC1)O)CO (2R,3S)-1-benzyl-2-(hydroxymethyl)pyrrolidin-3-ol